Zirconium TetraAcetylacetone C(C)(=O)CC(=O)C(C(C)=O)(C(C)=O)C(C)=O.[Zr]